Triethylene glycol dichloroacetate ClC(C(=O)OCCOCCOCCO)Cl